NC=1N(C(C=2C=C(C=NC2C1C(=O)N)C1=NC=CC=N1)=O)C1=C(C(=CC=C1C)OC)C 7-amino-6-(3-methoxy-2,6-dimethylphenyl)-5-oxo-3-(pyrimidin-2-yl)-5,6-dihydro-1,6-naphthyridine-8-carboxamide